FC=1C=C(C#N)C=CC1[C@H](C)O (S)-3-fluoro-4-(1-hydroxyethyl)benzonitrile